C(C)(C)(C)C=1SC(=C(N1)C1=C(C(=CC(=C1)Cl)NS(=O)(=O)C1=C(C=CC(=C1)F)C)F)C1=NC(=NC=C1)NCC(CC(=O)O)C 4-((4-(2-(tert-butyl)-4-(5-chloro-2-fluoro-3-((5-fluoro-2-methylphenyl)sulfonamido)phenyl)thiazol-5-yl)pyrimidin-2-yl)amino)-3-methylbutanoic acid